CC(CC(=O)N1CC=2C=CC(=NC2CC1)N1CCN(CC1)C(=O)OC(C)(C)C)(C)C tert-butyl 4-(6-(3,3-dimethylbutanoyl)-5,6,7,8-tetrahydro-1,6-naphthyridin-2-yl)piperazine-1-carboxylate